C(C)(=O)C1=CN(C2=CC=C(C=C12)NC1(COC1)C)CC(=O)N1[C@@H]2C[C@@]2(C[C@H]1C(=O)NC1=NC(=CC=C1C)Br)C (1R,3S,5R)-2-(2-(3-acetyl-5-((3-methyloxetan-3-yl)-amino)-1H-indol-1-yl)-acetyl)-N-(6-bromo-3-methylpyridin-2-yl)-5-methyl-2-azabicyclo[3.1.0]hexane-3-carboxamide